C(=O)=C1NC(C2=C3C(C=CC=C13)=C(C=C2)N2N(C(C=C2)C(=O)NC2=CC(=NC=C2)C(F)(F)F)C(F)(F)F)=C=O 1-(1,3-dicarbonyl-2,3-dihydro-1H-benzo[de]isoquinolin-6-yl)-2-trifluoromethyl-N-(2-trifluoromethylpyridine-4-yl)-1H-pyrazole-3-carboxamide